2-(acryloyloxy)ethyldimethylethylammonium chloride [Cl-].C(C=C)(=O)OCC[N+](CC)(C)C